7-chloro-N-cyclopropyl-3-(2,6-difluoro-3,5-dimethoxyphenyl)-2,6-naphthyridine-1-amine ClC1=NC=C2C=C(N=C(C2=C1)NC1CC1)C1=C(C(=CC(=C1F)OC)OC)F